N1CCOCC1 (2R)-morpholin